2-isopropyl-2,3-dihydro-1H-indene-2-carboxylic acid methyl ester COC(=O)C1(CC2=CC=CC=C2C1)C(C)C